methoxychlorobenzyl-N,N-dimethylformamide COC(C1=CC=CC=C1)(C(=O)N(C)C)Cl